5-fluoro-4-nitro-2-(1-(2-methoxyethyl)-2,6-dioxopiperidin-3-yl)-isoindolin-1,3-dione FC=1C(=C2C(N(C(C2=CC1)=O)C1C(N(C(CC1)=O)CCOC)=O)=O)[N+](=O)[O-]